3-((2-toluenesulfonylbenzylidene)methyl)pyridin-2-ylpiperazine-1-carboxylic acid tert-butyl ester C(C)(C)(C)OC(=O)N1C(CNCC1)C1=NC=CC=C1C=CC1=C(C=CC=C1)S(=O)(=O)CC1=CC=CC=C1